(piperidin-4-yl)propionamide N1CCC(CC1)C(C(=O)N)C